((2R,6S)-2,6-dimethylpiperazin-1-yl)-N-(4-(3-methyl-2,6-dioxopiperidin-3-yl)pyridin-2-yl)acetamide C[C@H]1N([C@H](CNC1)C)CC(=O)NC1=NC=CC(=C1)C1(C(NC(CC1)=O)=O)C